(E)-4-(2-(7-(diethylamino)-3-oxo-3H-phenoxazin-2-yl)vinyl)-1-benzylpyridinium chloride [Cl-].C(C)N(C=1C=C2OC3=CC(C(=CC3=NC2=CC1)/C=C/C1=CC=[N+](C=C1)CC1=CC=CC=C1)=O)CC